7-chloro-3,4-dihydro-2H-pyrido[4,3-b][1,4]thiazine ClC1=CC=2SCCNC2C=N1